(4-(Cyclopropanecarbonyl)piperazin-1-yl)(6-fluoro-4-((3aR*,7aS*)-hexahydro-1H-isoindol-2(3h)-yl)quinolin-3-yl)methanone C1(CC1)C(=O)N1CCN(CC1)C(=O)C=1C=NC2=CC=C(C=C2C1N1C[C@H]2CCCC[C@H]2C1)F |o1:25,30|